C(#N)C=1C=NN2C1C(=CC(=C2)OCC(C)(C)O)C=2C=CC(=NC2)N2CCC(CC2)(C)NC(C2=C(C=CC=C2)C2CC2)=O N-(1-(5-(3-cyano-6-(2-hydroxy-2-methylpropoxy)pyrazolo[1,5-a]pyridin-4-yl)pyridin-2-yl)-4-methylpiperidin-4-yl)-2-cyclopropylbenzamide